CC1=C(C(=O)P(OC2=CC=CC=C2)([O-])=O)C(=CC(=C1)C)C.[Li+] lithium phenyl 2,4,6-trimethylbenzoylphosphonate